(difluoromethoxy)-1H-indole-2-carboxylic acid FC(ON1C(=CC2=CC=CC=C12)C(=O)O)F